O=C(C=CCCCCCCCC(=O)O)C=CCCCCC 11-oxo-9,12-octadecadienoic acid